C(C)(C)(C)OC(=O)N1CC(C(C1)O)(C(F)(F)F)C=1C=NN(C1)C 4-hydroxy-3-(1-methyl-1H-pyrazol-4-yl)-3-(trifluoromethyl)pyrrolidine-1-carboxylic acid tert-butyl ester